(3R)-N-(4-{4-Cyclopropyl-1-methyl-6-[(1R)-1-methyl-1,2,3,4-tetrahydroisoquinoline-2-carbonyl]-1H-1,3-benzodiazol-2-yl}-3-fluorophenyl)-3-hydroxypyrrolidine-1-carboxamide C1(CC1)C1=CC(=CC=2N(C(=NC21)C2=C(C=C(C=C2)NC(=O)N2C[C@@H](CC2)O)F)C)C(=O)N2[C@@H](C1=CC=CC=C1CC2)C